C1(=CC(=CC=C1)OOC=1C=C(C=CC1)C)C m-toluyl peroxide